ammonium methyl-methacrylamide propyl-tosylate C(CC)OS(=O)(=O)C1=CC=C(C)C=C1.CC=C(C(=O)N)C.[NH4+]